NC1=C(C=C(C(=O)NC=2C(N(C=CC2)C(C(=O)NN(CC(=O)OC(C)(C)C)C(CF)=O)C)=O)C=C1)Cl tert-butyl N-(2-(3-(4-amino-3-chlorobenzamido)-2-oxopyridin-1(2H)-yl)propanamido)-N-(2-fluoroacetyl)glycinate